C(C1=CC=CC=C1)N1[C@H](CN(CC(C1)O)C(=O)C=1C=C(C=CC1)S(=O)(=O)NC1=NC(=CC(=N1)Cl)C1=C(C=CC=C1C)C)CC(C)C 3-[(3S)-4-Benzyl-6-hydroxy-3-isobutyl-1,4-diazepane-1-carbonyl]-N-[4-chloro-6-(2,6-dimethylphenyl)pyrimidin-2-yl]benzenesulfonamide